3-(4-fluorophenyl)-7-isopropyl-1H-indole-2-carboxylic acid FC1=CC=C(C=C1)C1=C(NC2=C(C=CC=C12)C(C)C)C(=O)O